sodium palmitate salt C(CCCCCCCCCCCCCCC)(=O)[O-].[Na+]